tert-Butyl N-tert-butoxycarbonyl-N-[4-chloro-5-methyl-6-[2-methyl-6-[(E)-3-methylbut-1-enyl]phenyl]pyrimidin-2-yl]carbamate C(C)(C)(C)OC(=O)N(C(OC(C)(C)C)=O)C1=NC(=C(C(=N1)Cl)C)C1=C(C=CC=C1\C=C\C(C)C)C